N(=[N+]=[N-])[C@@H]1C[C@@H]([C@H](OC1SC1=CC=C(C=C1)C)CN([S@](=O)C(C)(C)C)C)OCC1=CC=CC=C1 (R)-N-[[(2R,3S,5R)-5-azido-3-benzyloxy-6-(p-tolylsulfanyl)tetrahydropyran-2-yl]methyl]-N,2-dimethyl-propane-2-sulfinamide